COC1C(C(CCC1)OC)OC 1,2,3-trimethoxycyclohexane